7-chloro-2-methylimidazo[1,2-b]pyridazine ClC1=CC=2N(N=C1)C=C(N2)C